ClC1=C(C=NO)C=C(C(=C1)Cl)[N+](=O)[O-] 2,4-Dichloro-5-nitro-benzaldehyde oxime